methyl (Z)-3-methoxy-2-[2-methyl-5-[5-(trifluoromethyl)thiazol-2-yl]phenoxy]prop-2-enoate CO\C=C(\C(=O)OC)/OC1=C(C=CC(=C1)C=1SC(=CN1)C(F)(F)F)C